Cl.NCC=1N=C2N(C=C(C=C2N2C(CN(C(C2)=O)C)=O)C2CC2)C1 1-(2-(aminomethyl)-6-cyclopropylimidazo[1,2-a]pyridin-8-yl)-4-methylpiperazine-2,5-dione hydrochloride